(3-(4-(2-methoxypyrimidin-5-yl)benzyl)-1,2,3-oxadiazol-3-ium-5-yl)((5-(trifluoromethyl)pyridin-3-yl)carbamoyl)amide COC1=NC=C(C=N1)C1=CC=C(C[N+]2=NOC(=C2)[N-]C(NC=2C=NC=C(C2)C(F)(F)F)=O)C=C1